6-(((1R,2R,4R,5R)-2,4-bis((tert-butyldimethylsilyl)oxy)-5-methylcyclohexyl)oxy)heptanoic acid [Si](C)(C)(C(C)(C)C)O[C@H]1[C@@H](C[C@H]([C@@H](C1)O[Si](C)(C)C(C)(C)C)C)OC(CCCCC(=O)O)C